9H-fluoren-9-ylmethyl 8-(2,2,2-trifluoroacetyl)-3,8-diazabicyclo[3.2.1]oct-6-ene-3-carboxylate FC(C(=O)N1C2CN(CC1C=C2)C(=O)OCC2C1=CC=CC=C1C=1C=CC=CC21)(F)F